FC(C)(F)C=1C=C(C=CC1)NC(=O)C=1N=C(OC1C)C1=CC(=C(C=C1)OC(F)F)C=1C=NC=CC1 N-(3-(1,1-difluoroethyl)phenyl)-2-(4-(difluoromethoxy)-3-(pyridin-3-yl)phenyl)-5-methyloxazole-4-carboxamide